6-Bromo-7,8-dihydroxy-3-phenoxy-2-(trifluoromethyl)-4H-chromen-4-one BrC=1C=C2C(C(=C(OC2=C(C1O)O)C(F)(F)F)OC1=CC=CC=C1)=O